ClC=1C(=CC(=C(CC=2C(=NC(=NC2)NCC(C)C)N)C1)C(C)C)OC 5-(5-Chloro-2-isopropyl-4-methoxy-benzyl)-N2-isobutyl-pyrimidine-2,4-diamine